(4-formylphenyl)-methane C(=O)C1=CC=C(C=C1)C